2-Cyclopropyl-3-(3-methoxypropoxy)-7,7-dimethyl-11-oxo-4b,5,6,7,7a,1-hexahydrocyclopenta[f]pyrido[1,2-h][1,7]naphthyridine-10-carboxylic acid C1(CC1)C1NC=2C=3N(C4C(C2C=C1OCCCOC)CCC4(C)C)C=C(C(C3)=O)C(=O)O